tert-butyl 6-(3-cyano-4-(2,3-dimethylphenyl)-7-(4-methylthiazol-5-yl)-1,5-naphthyridin-2-yl)-2,6-diazaspiro[3.4]octane-2-carboxylate C(#N)C=1C(=NC2=CC(=CN=C2C1C1=C(C(=CC=C1)C)C)C1=C(N=CS1)C)N1CC2(CN(C2)C(=O)OC(C)(C)C)CC1